5-({[(S)-2-(2H-1,3-Benzodioxol-5-yl)-1-methyl-ethyl]-N-ethylaminocarbonyloxy}methoxycarbonyl)valeric acid O1COC2=C1C=CC(=C2)C[C@H](C)N(CC)C(=O)OCOC(=O)CCCCC(=O)O